2,7,9-Tricarboxypyrrolo(2,3-f)quinoline-4-ol-5-one C(=O)(O)C1=CC=2C(C=3C(=CC(=NC3C(C2O)=O)C(=O)O)C(=O)O)=N1